C1(CC1)S(=O)(=O)N1CCC(CC1)NC1=NC=C(C(=N1)C=1C=C2C(=CC=NC2=C(C1)F)C(C)NC(C)=O)F N-(1-(6-(2-((1-(cyclopropylsulfonyl)piperidin-4-yl)amino)-5-fluoropyrimidin-4-yl)-8-fluoroquinolin-4-yl)ethyl)acetamide